C(C)(C)(C)OC(=O)N1CC2(C(CC3=NC=CC=C3O2)=O)C1 oxo-3',4'-dihydro-spiro[azetidine-3,2'-pyrano[3,2-b]pyridine]-1-carboxylic acid tert-butyl ester